FC1([C@@H](O[C@@H]([C@H]1OC(C1=CC=CC=C1)(C1=CC=CC=C1)C1=CC=C(C=C1)OC)CO)N1C(N=C(C=C1)NC(C1=CC=CC=C1)(C1=CC=CC=C1)C1=CC=C(C=C1)OC)=O)F 1-((2R,4R,5R)-3,3-difluoro-5-(hydroxymethyl)-4-((4-methoxyphenyl)diphenyl-methoxy)tetrahydrofuran-2-yl)-4-(((4-methoxyphenyl)diphenyl-methyl)amino)pyrimidin-2(1H)-one